Methyl 3-(2-Chloro-4-fluoro-5-(3-methyl-2,6-dioxo-4-trifluoromethyl-3,6-dihydropyrimidin-1(2H)-yl)phenyl)-5-methyl-4,5-dihydroisoxazol-5-carboxylate ClC1=C(C=C(C(=C1)F)N1C(N(C(=CC1=O)C(F)(F)F)C)=O)C1=NOC(C1)(C(=O)OC)C